N1C(=NC2=C1C=CC=C2)[C@@H]2[C@H](C2)C(=O)N[C@@H](C(NC2=CC=C(C=C2)C(F)(F)F)=O)C (1S,2S)-2-(1H-benzo[d]imidazol-2-yl)-N-((R)-1-oxo-1-((4-(trifluoromethyl)phenyl)amino)propan-2-yl)cyclopropane-1-carboxamide